[2-(2-butoxyethoxy)-ethyl]acetate C(CCC)OCCOCCOC(C)=O